3-{4-[(3R,4S)-4-amino-3-methoxypiperidin-1-yl]-3-(3,5-difluorophenyl)quinolin-6-yl}-2-hydroxybenzonitrile N[C@@H]1[C@@H](CN(CC1)C1=C(C=NC2=CC=C(C=C12)C=1C(=C(C#N)C=CC1)O)C1=CC(=CC(=C1)F)F)OC